1-(1-Ethyl-6-morpholino-1H-benzo[d]imidazol-2-yl)-2,2,2-trifluoro-1-(4-methoxyphenyl)ethanol C(C)N1C(=NC2=C1C=C(C=C2)N2CCOCC2)C(C(F)(F)F)(O)C2=CC=C(C=C2)OC